tert-Butyl-(1S,3S,4R)-3-(4-(1-(2-(diisopropylcarbamoyl)-4-fluorophenyl)-1H-pyrrolo[2,3-c]pyridine-3-carbonyl)piperidine-1-carbonyl)-5-methylene-2-azabicyclo[2.2.2]-octane C(C)(C)(C)[C@@]12N[C@@H]([C@@H](C(C1)=C)CC2)C(=O)N2CCC(CC2)C(=O)C2=CN(C1=CN=CC=C12)C1=C(C=C(C=C1)F)C(N(C(C)C)C(C)C)=O